ClC1=CC=C(C=C1)C=1C=C(C(N(N1)C=1C=NN(C1)C)=O)C(=O)N[C@H]1COCC[C@H]1O 1,5-Anhydro-2-({[6-(4-chlorophenyl)-2-(1-methyl-1H-pyrazol-4-yl)-3-oxo-2,3-dihydropyridazin-4-yl]carbonyl}amino)-2,4-dideoxy-D-erythro-pentitol